4-phenylpyrrolidine-3-carboxamide hydrochloride Cl.C1(=CC=CC=C1)C1C(CNC1)C(=O)N